P(OC(CCCCCCC\C=C/CCCCCCCC)=O)(OC(CCCCCCC\C=C/CCCCCCCC)=O)OC(CCCCCCC\C=C/CCCCCCCC)=O trioleoyl phosphite